N-(4-(4-Amino-6-ethynyl-5-(quinolin-3-yl)-7H-pyrrolo[2,3-d]pyrimidin-7-yl)-bicyclo-[2.2.1]heptan-1-yl)-5-methylpyrazine-2-carboxamide NC=1C2=C(N=CN1)N(C(=C2C=2C=NC1=CC=CC=C1C2)C#C)C21CCC(CC2)(C1)NC(=O)C1=NC=C(N=C1)C